(S)-2-(4-(2-(1-Cyclopropylethyl)-1-oxoisoindolin-5-yl)pyridin-2-yl)-N,N,5-trimethyl-1H-imidazole-4-carboxamide trifluoroacetate salt FC(C(=O)O)(F)F.C1(CC1)[C@H](C)N1C(C2=CC=C(C=C2C1)C1=CC(=NC=C1)C=1NC(=C(N1)C(=O)N(C)C)C)=O